alpha-methyl-2,6-difluoropropylaniline CC(C(C)F)NC1=CC=CC=C1F